[N+](=O)([O-])C=1C=CC=2C(=C([N+](=CC(N2)=O)[O-])C2=C(C=CC=C2)Cl)C1 7-nitro-2-oxo-5-(2-chlorophenyl)-1,4-benzodiazepine-4-oxide